C(CCC)[Sn](O[Sn](OC(C)=O)(CCCC)CCCC)(OC(C)=O)CCCC tetra-n-butyl-1,3-diacetoxy-distannoxane